C(CCC)(=O)C=1C(=C(CC=2C(=C(C(=C(C2O)CC2=CC(=C(C(=C2)OC)OC)OC)O)C(C(CC)C)=O)O)C(=C(C1OC)C)O)O 1-(3-(3-butyryl-2,6-dihydroxy-4-methoxy-5-methylbenzyl)-2,4,6-trihydroxy-5-(3,4,5-trimethoxybenzyl)phenyl)-2-methylbutan-1-one